6-chloro-1H-pyrazolo[3,4-b]pyridine-3-carbonitrile ClC1=CC=C2C(=N1)NN=C2C#N